C(C)OC(=O)C1=NC=CC(=C1)C(=O)OCC.ClCCC1=CC=C(C=C1)OC(F)(F)F 1-(2-chloroethyl)-4-(trifluoromethoxy)benzene diethyl-pyridine-2,4-dicarboxylate